N(=C=O)C1=C(C=CC(=C1)N=C=O)C=CC1=CC=CC=C1 2,4-diisocyanatostilbene